CN1C2=C(OCC1=O)C=CC(=C2)CC(C(=O)OCC)C(C)=O ethyl 2-((4-methyl-3-oxo-3,4-dihydro-2H-benzo[b][1,4]oxazin-6-yl) methyl)-3-oxobutyrate